BrC1=C(C=C(C=C1)CBr)OCCF 1-bromo-4-(bromomethyl)-2-(2-fluoroethoxy)benzene